6-methyl-5'-trifluoromethyl-5,6-dihydro-[2,2'-bipyridine]-1(4H)-carbaldehyde CC1CCC=C(N1C=O)C1=NC=C(C=C1)C(F)(F)F